N[C@@H]1[C@@H](CCCC1)C(=O)O (1R,2S)-2-aminocyclohexanecarboxylic acid